ClC1=C(C=CC(=C1NC=1C(=C2C(N(C=NC2=CC1)C)=O)CC)F)NS(=O)(=O)N1CCCC1 N-(2-chloro-3-((5-ethyl-3-methyl-4-oxo-3,4-dihydroquinazolin-6-yl)amino)-4-fluorophenyl)pyrrolidine-1-sulfonamide